[Br-].O1C(=CC2=C1C=CC=C2)C(=CCC=2N(C1=C(N2)C=CC=C1)CC(C1=CC=C(C=C1)OC)=O)C=1OC2=C(C1)C=CC=C2 (3,3-bis(benzofuran-2-yl)allyl)-3-(4-methoxybenzoylmethyl)benzimidazole bromide salt